C(CC(C)C)C(C(=O)OCC)(CC(=O)OCC)CC(C)C diethyl 2-isopentyl-2-isobutylsuccinate